(S)-2-(1-ethylpyrrolidin-2-yl)-N-(2-methyl-1-((3-(trifluoromethyl)pyridin-2-yl)oxy)propan-2-yl)acetamide C(C)N1[C@@H](CCC1)CC(=O)NC(COC1=NC=CC=C1C(F)(F)F)(C)C